C1(CC1)NC(=O)C=1N=CC(=C2C1OC=C2)C2=NOC(C2)(C(F)(F)F)C2=CC(=C(C(=C2)Cl)F)Cl N-cyclopropyl-4-[5-(3,5-dichloro-4-fluorophenyl)-4,5-dihydro-5-(trifluoro-methyl)-3-isoxazolyl]furo[2,3-c]pyridine-7-carboxamide